3-[[1-[3-[(1S)-1-(2,2-difluoro-1,3-benzodioxol-5-yl)ethoxy]phenyl]-3-(trifluoromethyl)-5,6-dihydro-4H-pyrazolo[3,4-b]pyridin-7-yl]methyl]bicyclo[1.1.1]pentane-1-carboxylic acid FC1(OC2=C(O1)C=CC(=C2)[C@H](C)OC=2C=C(C=CC2)N2N=C(C1=C2N(CCC1)CC12CC(C1)(C2)C(=O)O)C(F)(F)F)F